FC(CC1=NC2=CC=C(C=C2NC1=O)C(=O)OC)F methyl 2-(2,2-difluoroethyl)-3-oxo-3,4-dihydroquinoxaline-6-carboxylate